CC1=CC=C(C(C)O)C=C1 4-methyl-alpha-methyl-benzyl alcohol